FC(C)(C)C1CCC(CC1)CN1[C@@H]([C@H]([C@@H]([C@H](C1)O)O)O)CO (2R,3R,4R,5S)-1-(((1r,4R)-4-(2-fluoroprop-2-yl)cyclohexyl)methyl)-2-(hydroxymethyl)piperidine-3,4,5-triol